(3-(1,3-dioxoisoindolin-2-yl)-1-(4-methoxybenzyl)-1H-pyrazol-5-yl)boronic acid O=C1N(C(C2=CC=CC=C12)=O)C1=NN(C(=C1)B(O)O)CC1=CC=C(C=C1)OC